O1COC2=C1C=CC(=C2)OCC(CNC2CCN(CC2)C(=O)C2=CC=C(C#N)C=C2)O 4-(4-((3-(benzo[d][1,3]dioxol-5-oxy)-2-hydroxypropyl)amino)piperidine-1-carbonyl)benzonitrile